(1-allyl-3-(benzyloxy)cyclobutyl)methanol C(C=C)C1(CC(C1)OCC1=CC=CC=C1)CO